C(#N)C1=C(C=C(C=2CCOC21)CS(=O)(=O)OC)F Methyl (7-cyano-6-fluoro-2,3-dihydrobenzofuran-4-yl)methanesulfonate